tert-butyl glycylglycyl-L-phenylalaninate NCC(=O)NCC(=O)N[C@@H](CC1=CC=CC=C1)C(=O)OC(C)(C)C